5-isobutyl-3-tert-butyl-1-ethyl-4-hydroxypyrazole C(C(C)C)C1=C(C(=NN1CC)C(C)(C)C)O